(R or S)-4,4',6,6'-tetramethoxy-1,1'-biphenyl COC1=CC=C(C(=C1)OC)C1=CC=C(C=C1OC)OC